[Ti+4].NC1=C2C(=NC=N1)N(N=C2CCCO)CC=2OC1=CC=CC=C1C(C2C2=CC=CC=C2)=O 2-((4-amino-3-(3-hydroxypropyl)-1H-pyrazolo[3,4-d]pyrimidin-1-yl)methyl)-3-phenyl-4H-chromen-4-one Titanium(IV)